2-(1,5-dimethyl-1H-pyrazol-4-yl)-4-(5-(2,6-dimethylphenoxy)-1-(oxetan-3-yl)-2-oxo-1,2-dihydropyridin-4-yl)-6-methyl-1-tosyl-1,6-dihydro-7H-pyrrolo[2,3-c]pyridin-7-one CN1N=CC(=C1C)C1=CC2=C(C(N(C=C2C2=CC(N(C=C2OC2=C(C=CC=C2C)C)C2COC2)=O)C)=O)N1S(=O)(=O)C1=CC=C(C)C=C1